Carbonic acid di-2-pyridyl ester N1=C(C=CC=C1)OC(OC1=NC=CC=C1)=O